NC1=C(C(N(C(=N1)N1CCC2([C@@H]([C@@H](OC2)C)N)CC1)C)=O)SC1=C(C(=CC=C1)OC)Cl 6-amino-2-((3S,4S)-4-amino-3-methyl-2-oxa-8-azaspiro[4.5]decan-8-yl)-5-((2-chloro-3-methoxyphenyl)thio)-3-methylpyrimidin-4(3H)-one